tert-butyl (3-(1-((2-hydroxyethyl)amino)ethyl)-5-methylpyridin-2-yl)carbamate OCCNC(C)C=1C(=NC=C(C1)C)NC(OC(C)(C)C)=O